3',5-diallyl-[1,1'-biphenyl]-3,5'-d2-2,4'-diol C(C=C)C=1C=C(C=C(C1O)[2H])C1=C(C(=CC(=C1)CC=C)[2H])O